C(C)(C)(C)C1=NOC(=N1)C(=O)NCC1=C(C=C(C=C1)C1=C2C(=NC=C1)NC(=N2)C2=C(C=C(C=C2)Cl)[N+](=O)[O-])F 3-(tert-butyl)-N-(4-(2-(4-chloro-2-nitrophenyl)-3H-imidazo[4,5-b]pyridin-7-yl)-2-fluorobenzyl)-1,2,4-oxadiazole-5-carboxamide